BrC1=C(SC=2C1=NC(=CC2N(C(OC(C)(C)C)=O)CC=2SC=CC2)Cl)I tert-Butyl (3-bromo-5-chloro-2-iodothieno[3,2-b]pyridin-7-yl)(thiophen-2-ylmethyl)carbamate